tert-butyl 2-[[(2E)-3-(tetramethyl-1,3,2-dioxaborolan-2-yl)prop-2-en-1-yl]oxy]acetate CC1(C(OB(O1)/C=C/COCC(=O)OC(C)(C)C)(C)C)C